O1COC2=C1C=CC(=C2)S(=O)(=O)N2CCN(CC2)C(C(CCCOC2=CC=C(C=C2)Cl)(C)C)=O 1-(4-(benzo[1,3]dioxol-5-ylsulfonyl)piperazin-1-yl)-5-(4-chlorophenoxy)-2,2-dimethylpentan-1-one